ClC1=C(C=C(C=N1)C=1C=NC=C(C(=O)NCC)C1)NS(=O)(=O)C1=CC=CC=C1 5-(6-chloro-5-(phenylsulfonylamino)pyridin-3-yl)-N-ethylnicotinamide